4-chloro-6-(4-(1-methylpiperidin-4-yl)piperazin-1-yl)pyrido[2,3-d]pyrimidin-7(8H)-one ClC=1C2=C(N=CN1)NC(C(=C2)N2CCN(CC2)C2CCN(CC2)C)=O